((9-methyl-9H-carbazol-3-yl)methylene)malononitrile CN1C2=CC=CC=C2C=2C=C(C=CC12)C=C(C#N)C#N